OC1(CC1)C1=NN(C=N1)C1CC2(CN(C2)C(=O)N2CC3(C2)CC(C3)CC=3C=NN(C3)CC(F)(F)F)C1 [6-[3-(1-hydroxycyclopropyl)-1,2,4-triazol-1-yl]-2-azaspiro[3.3]heptan-2-yl]-[6-[[1-(2,2,2-trifluoroethyl)pyrazol-4-yl]methyl]-2-azaspiro[3.3]heptan-2-yl]methanone